3-(1,3-dioxolan-2-yl)phenol O1C(OCC1)C=1C=C(C=CC1)O